C(C)(=O)[O-].COC(CC)C=1NC=C[N+]1SC 1-methoxypropyl-3-methylthioimidazolium acetate